4-Hydroxy-2-cyclopentenon OC1C=CC(C1)=O